3-(1-(4-bromophenyl)cyclopropyl)azetidine hydrochloride Cl.BrC1=CC=C(C=C1)C1(CC1)C1CNC1